CCCCC/C=C\\C/C=C\\CCCCCCCC(=O)OC[C@H](COP(=O)([O-])O[C@@H]1[C@@H]([C@@H]([C@H]([C@@H]([C@H]1O)OP(=O)([O-])[O-])O)O)O)OC(=O)CCCCCCC/C=C\\C/C=C\\CCCCC The molecule is a 1-phosphatidyl-1D-myo-inositol 5-phosphate(3-) obtained by deprotonation of the phosphate OH groups of 1,2-dilinoleoyl-sn-glycero-3-phospho-1D-myo-inositol 5-phosphate; major species at pH 7.3. It is a conjugate base of a 1,2-dilinoleoyl-sn-glycero-3-phospho-1D-myo-inositol 5-phosphate.